(R)-N-(2-(cyclopropanecarboxamido(4-isopropylphenyl)methyl)phenyl)-1-(2-methoxyethyl)azetidine-3-carboxamide C1(CC1)C(=O)N[C@@H](C1=C(C=CC=C1)NC(=O)C1CN(C1)CCOC)C1=CC=C(C=C1)C(C)C